2-(chloromethyl)-3,3-difluoro-2-methyl-butyric acid tert-butyl ester C(C)(C)(C)OC(C(C(C)(F)F)(C)CCl)=O